3-[6-bromo-3-(1,3-dimethylpyrazolo[3,4-d]pyridazin-7-yl)-2,4-dioxo-thieno[3,2-d]pyrimidin-1-yl]propionitrile BrC1=CC=2N(C(N(C(C2S1)=O)C=1N=NC=C2C1N(N=C2C)C)=O)CCC#N